N-methyl-6-(4-(trifluoromethyl)phenyl)pyrazine-2-carboxamide CNC(=O)C1=NC(=CN=C1)C1=CC=C(C=C1)C(F)(F)F